C1(=CC=CC=C1)C=1OC(=C(N1)N1C(N=C(C(=C1)C)OCCO)=O)C1=CC=CC=C1 1-(2,5-diphenyloxazol-4-yl)-4-(2-hydroxyethoxy)-5-methylpyrimidin-2(1H)-one